1-amino-1-aminomethylcycloheptane NC1(CCCCCC1)CN